2-chloro-N4-(1-methyl-1H-pyrazol-4-yl)pyridine-3,4-diamine ClC1=NC=CC(=C1N)NC=1C=NN(C1)C